CC1=C(CC2=C(C#N)C=CC=C2)C=C(C(=C1)C)OCCN1CCN(CC1)C (2,4-Dimethyl-5-(2-(4-methylpiperazin-1-yl)ethoxy)benzyl)benzonitrile